BrC=1C=2C=3N(C(=NC2C=CC1)N[C@@H]1C(NCCNC1)=O)N=C(N3)C3=CC=C(C=C3)OC (6S)-6-{[10-bromo-2-(4-methoxyphenyl)[1,2,4]triazolo[1,5-c]quinazolin-5-yl]amino}-1,4-diazepan-5-one